1,1,2,3,3,3-hexafluoropropylethyl ether FC(C(C(F)(F)F)F)(F)OCC